1-(2-Chloro-6-methyl-4-{5-[(7S)-7-(pyrrolidin-1-yl)-6,7,8,9-tetrahydro-5H-benzo[7]annulen-2-yl]-1H-pyrazolo[3,4-b]pyridin-3-yl}benzoyl)piperazine ClC1=C(C(=O)N2CCNCC2)C(=CC(=C1)C1=NNC2=NC=C(C=C21)C=2C=CC1=C(CC[C@H](CC1)N1CCCC1)C2)C